4-bromo-3-(trifluoromethoxy)benzonitrile BrC1=C(C=C(C#N)C=C1)OC(F)(F)F